CN1C(=O)C(NC1=S)CC2=CNC3=CC=CC=C32 5-(indol-3-ylmethyl)-(2-thio-3-methyl)hydantoin